ClC=1C=C(CNCCNC(CCCNC2=NC3=C(C4=CN=CC=C24)C=CC(=C3)C(=O)N)=O)C=CC1OC(F)(F)F 5-((4-((2-((3-Chloro-4-(trifluoromethoxy)benzyl)amino)ethyl)amino)-4-oxobutyl)amino)benzo[c][2,6]naphthyridine-8-carboxamide